ethyl 3-((1r,4r)-4-(3-bromo-2-methylphenoxy)cyclohexyl)-2-methylpropanoate BrC=1C(=C(OC2CCC(CC2)CC(C(=O)OCC)C)C=CC1)C